(S)-4-(2-(2-((5-chloro-2-(1H-tetrazol-1-yl)phenyl)amino)-2-oxoacetamido)-3-(pyridin-4-yl)propionamido)benzoic acid ClC=1C=CC(=C(C1)NC(C(=O)N[C@H](C(=O)NC1=CC=C(C(=O)O)C=C1)CC1=CC=NC=C1)=O)N1N=NN=C1